4-amino-2-(4-chlorophenyl)-N-isopropyl-N-methyl-cyclopentanecarboxamide NC1CC(C(C1)C(=O)N(C)C(C)C)C1=CC=C(C=C1)Cl